ClC=1C=C(C=CC1)NC(=O)NC1=C(C(=CC(=C1)Cl)Cl)CCO 1-(3-chlorophenyl)-3-[3,5-dichloro-2-(2-hydroxyethyl)phenyl]urea